FC=1C(=CC(=NC1)OC)C1=C(C=C(COC=2C=C(C=CC2)C[C@@H](C)P(OCC)(=O)C)C=C1)[C@H](C(C)(C)C)OC ethyl ((R)-1-(3-((4-(5-fluoro-2-methoxypyridin-4-yl)-3-((S)-1-methoxy-2,2-dimethylpropyl)benzyl)oxy)phenyl)propan-2-yl)(methyl)phosphinate